C(C)OC=1C=C(SC1C1=NN=NN1)C1=CC(=NC=N1)NCCN1C(=CC2=C(C=CC(=C12)F)OC)C {6-[4-Ethoxy-5-(1H-tetrazol-5-yl)-thiophen-2-yl]-pyrimidin-4-yl}-[2-(7-fluoro-4-methoxy-2-methyl-indol-1-yl)-ethyl]-amin